Cl.C(N)(OCCCOCCOCCOCCCN)=O (2-(2-(3-aminopropoxy) ethoxy) ethoxypropyl) carbamate hydrochloride